CS(=O)(=O)C1=CC=C(C=C1)C1=NC(=CC=C1)C#CC=1SC=CC1 2-(4-methanesulfonylphenyl)-6-[2-(thiophen-2-yl)ethynyl]pyridine